C1(=CC=CC=C1)CCCC1=NOC(=N1)[C@H]1N(C[C@@H](C1)C1=CC=CC=C1)S(=O)(=O)C1CCCCC1 3-(3-phenylpropyl)-5-[(2S,4S)-1-cyclohexylsulfonyl-4-phenylpyrrolidin-2-yl]-1,2,4-oxadiazole